ClC1=C(C(=CC=C1Cl)O)C(C1=CC=NC=C1)CC(=O)N ((2,3-dichloro-6-hydroxyphenyl)(pyridin-4-yl)methyl)acetamide